7-Methoxy-3-methyl-8-(1H-pyrazol-4-yl)-1-[1-(tetrahydropyran-4-yl)-1H-pyrazol-4-yl]-1,3-dihydro-imidazo[4,5-c]quinolin-2-one COC=1C(=CC=2C3=C(C=NC2C1)N(C(N3C=3C=NN(C3)C3CCOCC3)=O)C)C=3C=NNC3